ClC=1N=C(C2=C(N1)CN(CC2)C(=O)OC(C)(C)C)Cl tert-butyl 2,4-dichloro-5H,6H,7H,8H-pyrido[3,4-d]pyrimidine-7-carboxylate